NC1=NNC(=N1)NC1=CC=CC=C1 3-amino-5-phenylamino-1H-1,2,4-triazole